CN1N=C(C=C1)/C=C/C(=O)OC Methyl (2E)-3-(1-methyl-1H-pyrazol-3-yl)prop-2-enoate